(4-(cyclopentylamino)-2-(methylthio)pyrimidin-5-yl)methanol C1(CCCC1)NC1=NC(=NC=C1CO)SC